2-(3-bromo-2-fluoro-benzoyl)morpholine-4-carboxylic acid tert-butyl ester C(C)(C)(C)OC(=O)N1CC(OCC1)C(C1=C(C(=CC=C1)Br)F)=O